1-cyclopropyl-N-((5-(trifluoromethyl)pyridin-2-yl)methyl)propan-1-amine C1(CC1)C(CC)NCC1=NC=C(C=C1)C(F)(F)F